2-chloro-6-methyl-9-acryloyloxy-10-phenoxy-1,4-dihydro-1,4-methanoanthracene ClC=1C2C3=C(C4=CC=C(C=C4C(=C3C(C1)C2)OC2=CC=CC=C2)C)OC(C=C)=O